ClC1=NC2=CC=CC=C2C(=C1S(=O)(=O)N1CCC(CC1)(F)F)O chloro-3-[(4,4-difluoro-1-piperidinyl)sulfonyl]quinolin-4-ol